1-((2S,4S)-2-((6-chloro-1H-pyrazolo[3,4-d]pyrimidin-1-yl)methyl)-4-methylpyrrolidin-1-yl)ethan-1-one ClC1=NC=C2C(=N1)N(N=C2)C[C@H]2N(C[C@H](C2)C)C(C)=O